N1(CCC1)CC1=CC=2N(C(=C1)C=1C=C3CN(C(C3=CC1)=O)C1C(NC(CC1)=O)=O)C=NC2 3-(5-(7-(azetidin-1-ylmethyl)imidazo[1,5-a]pyridin-5-yl)-1-oxoisoindolin-2-yl)piperidine-2,6-dione